C1(CC1)C1=CC(=NN1)NC1=NC(=NC2=CC=C(C=C12)C#N)C(=O)N1C[C@H](NCC1)C (R)-4-((5-cyclopropyl-1H-pyrazol-3-yl)amino)-2-(3-methylpiperazine-1-carbonyl)quinazoline-6-carbonitrile